(Z)-15-octadecenoic acid methyl ester COC(CCCCCCCCCCCCC\C=C/CC)=O